N-phenyl-1-[[5-[5-(trifluoromethyl)-1,2,4-oxadiazol-3-yl]-2-thienyl]methyl]pyrazole-4-carboxamide C1(=CC=CC=C1)NC(=O)C=1C=NN(C1)CC=1SC(=CC1)C1=NOC(=N1)C(F)(F)F